6-(8-chloroquinolin-6-yl)-N2-(cyclopropylmethyl)-5-(1-methyl-1H-pyrazol-3-yl)pyrazine ClC=1C=C(C=C2C=CC=NC12)C1=C(N=CC=N1)C1N(N(C=C1)C)CC1CC1